FC=1C=C(C=CC1N)C1=CC(C(C=C1)(C1=CC=CC=C1)N)F 3,3'-bis(fluoro)-4,4'-diamino-p-terphenyl